(E)-4-Hydroxy-1-(3-(4-(3-hydroxyazetidin-1-yl)-1-(4-(trifluoromethoxy)phenyl)-1H-pyrazolo[3,4-b]pyridin-3-yl)azetidin-1-yl)but-2-en-1-one OC/C=C/C(=O)N1CC(C1)C1=NN(C2=NC=CC(=C21)N2CC(C2)O)C2=CC=C(C=C2)OC(F)(F)F